ClC1=C2C=CC(=NC2=CC(=N1)Cl)O (d)-5,7-dichloro-1,6-naphthyridin-2-ol